C1(=CC=CC=C1)/[N+](=C/C1=CC=CC=C1)/[O-] (Z)-N,1-diphenylmethanimine oxide